ClC1=CC=C2CC(COC2=C1)[N+](=O)[O-] 7-Chloro-3-nitrochromane